(4-CHLORO-5-FORMYL-2-OXO-THIAZOL-3-YL)-ACETIC ACID ETHYL ESTER C(C)OC(CN1C(SC(=C1Cl)C=O)=O)=O